propanediol caprate C(=O)(CCCCCCCCC)OC(CC)O